C(C)(C)(C)N\C=C/1\C(OC2=CC=C(C=C2C1=O)Cl)N1C=CC2=CC=CC=C12 (Z)-3-((tert-butylamino)methylene)-6-chloro-2-(1H-indol-1-yl)chroman-4-one